Br\C(=C\1/CN(C2=C(S1)C=CC=C2)S(=O)(=O)C2=CC=C(C)C=C2)\C2=CC=C(C=C2)C (E)-2-(bromo(4-methylphenyl)methylene)-4-p-toluenesulfonyl-3,4-dihydro-2H-benzo[b][1,4]thiazine